N-2-hydroxypropylmethacrylamide tert-butyl-2-(5-fluoro-2-(4-morpholino-3-(1-(2,2,2-trifluoroethyl)-1H-indazole-3-carboxamido)benzamido)phenyl)acetate C(C)(C)(C)OC(CC1=C(C=CC(=C1)F)NC(C1=CC(=C(C=C1)N1CCOCC1)NC(=O)C1=NN(C2=CC=CC=C12)CC(F)(F)F)=O)=O.OC(CNC(C(=C)C)=O)C